C(#N)C1=CC=C(C=C1)N1N(C(C(=C(C1)O)C(NC1=NN(C=C1)C)=O)=O)C(=O)OC methyl 2-(4-cyanophenyl)-4-hydroxy-5-((1-methyl-1H-pyrazol-3-yl)carbamoyl)-6-Oxo-2,3-dihydropyridazine-1(6H)-carboxylate